C(#N)C=1C=C2C(=NC1)N(C=C2)C2=NC=C(C(=O)NC[C@H](C(C)(C)O)F)C(=C2)NC=2C=NN(C2)CC (R)-6-(5-cyano-1H-pyrrolo[2,3-b]pyridin-1-yl)-4-((1-ethyl-1H-pyrazol-4-yl)amino)-N-(2-fluoro-3-hydroxy-3-methylbutyl)nicotinamide